6-(2-(5-(6-(4,4-difluoropiperidin-1-yl)pyridin-2-yl)-1H-imidazol-2-yl)-5-nitrophenyl)-6-azaspiro[2.5]octane FC1(CCN(CC1)C1=CC=CC(=N1)C1=CN=C(N1)C1=C(C=C(C=C1)[N+](=O)[O-])N1CCC2(CC2)CC1)F